(5S,8R,9S)-N-(3,4-dichlorophenyl)-9-methyl-6,7,8,9-tetrahydro-5H-5,8-epiminocyclohepta[c]pyridine-10-carboxamide ClC=1C=C(C=CC1Cl)NC(=O)N1[C@H]2CC[C@@H]1[C@H](C=1C=NC=CC12)C